(3R,11bR)-3-(2,2-dimethylpropyl)-9-hydroxy-10-methoxy-1H,2H,3H,4H,6H,7H,11bH-pyrido[2,1-a]isoquinoline-2,9-diol CC(C[C@H]1C(C[C@H]2N(CCC=3CC(C(=CC23)OC)(O)O)C1)O)(C)C